2-[4-({[4-(benzyloxy)phenyl]amino}carbonyl)-1,5-dimethyl-1H-pyrrol-2-yl]-4-chloro-5-methoxybenzoic acid C(C1=CC=CC=C1)OC1=CC=C(C=C1)NC(=O)C=1C=C(N(C1C)C)C1=C(C(=O)O)C=C(C(=C1)Cl)OC